COC1=C(C=C2C(=CC=NC2=C1)NC1=CC(=CC(=C1)N1CCOCC1)OC)C(=O)N 7-methoxy-4-((3-methoxy-5-morpholinophenyl)amino)quinoline-6-carboxamide